FC=1C=C2C(C[C@H]([C@@H](C2=CC1F)NC(=O)NC=1C(=NC(=C(C1)C)C=1C=NN(C1)C)C1=CC=CC=C1)O)(C)C 1-((1R,2R)-6,7-difluoro-2-hydroxy-4,4-dimethyl-1,2,3,4-tetrahydronaphthalen-1-yl)-3-(5-methyl-6-(1-methyl-1H-pyrazol-4-yl)-2-phenylpyridin-3-yl)urea